2-{4-[N-(5,6-diphenylpyrazin-2-yl)-N-isopropylamino]butyloxy}acetic acid tert-butyl ester C(C)(C)(C)OC(COCCCCN(C(C)C)C1=NC(=C(N=C1)C1=CC=CC=C1)C1=CC=CC=C1)=O